tert-butyl 2-ethynyl-5-methoxy-1H-pyrrolo[2,3-c]pyridine-1-carboxylate C(#C)C1=CC=2C(=CN=C(C2)OC)N1C(=O)OC(C)(C)C